OC1=C2C(=CC(OC2=CC(=C1)O)=O)CCC 5,7-dihydroxy-4-propylcoumarin